(1-(4-aminobutyl)piperidin-4-yl)-4-chloro-7,7-dimethylindolo[1,2-a]quinazolin-5(7H)-one NCCCCN1CCC(CC1)C1=CC=C(C=2C(N=C3N(C12)C1=CC=CC=C1C3(C)C)=O)Cl